butyl (2-(3-chlorophenyl)-2-(4-(5-morpholino-1-tosyl-1H-pyrrolo[2,3-b]pyridin-3-yl)-2-oxopyridin-1(2H)-yl)ethyl)carbamate ClC=1C=C(C=CC1)C(CNC(OCCCC)=O)N1C(C=C(C=C1)C1=CN(C2=NC=C(C=C21)N2CCOCC2)S(=O)(=O)C2=CC=C(C)C=C2)=O